C(#N)C1(CC(SC1)C(=O)O)C(=S)SCCCCCCCCCCCC 4-cyano-4-(dodecylthio-thiocarbonyl)thiolanoic acid